8-Isopentyl-12-methyl-4-oxa-8,12-diazadispiro[2.1.5.3]tridecan-13-on C(CC(C)C)N1CCC2(OC3(CC3)C(N(C2)C)=O)CC1